ClS1C[C@H](CN2C(N=C(C3=CC(=CC1=C23)C(F)(F)F)N2CC(N(C(C2)C)C(=O)[O-])C)=O)OC2=NC=CC=N2 4-((S)-l-1-chloro-6-oxo-3-(pyrimidin-2-yloxy)-10-(trifluoromethyl)-3,4-dihydro-2H,6H-[1,4]thiazepino[2,3,4-ij]quinazolin-8-yl)-2,6-dimethylpiperazine-1-carboxylate